4-(7-bromo-6-cyano-1H-indol-3-yl)-5-(trifluoromethyl)pyrimidine BrC=1C(=CC=C2C(=CNC12)C1=NC=NC=C1C(F)(F)F)C#N